C1(=CC=C(C=C1)N1C2=C(C=C(C(=C2C=2C1=C(C(=C1NC3=C(C=C(C(=C3C21)[2H])[2H])[2H])[2H])[2H])[2H])[2H])[2H])C2=CC=CC=C2 5-([1,1'-biphenyl]-4-yl)-5,8-dihydroindolo[2,3-c]carbazole-1,2,4,6,7,9,11,12-d8